(1S,2S,5R)-2-((R)-but-3-en-2-yl)-3,8-diazabicyclo[3.2.1]octane-8-carboxylic acid tert-butyl ester C(C)(C)(C)OC(=O)N1[C@@H]2[C@@H](NC[C@H]1CC2)[C@H](C)C=C